BrC1=CC(=C(C=C1)C=1N=NC(=CN1)N([C@H]1[C@H]([C@@H]2CC[C@H](C1)N2C(=O)OC(C)(C)C)F)C)OC |&1:15| (±)-tert-butyl (1S,3R,5R)-3-[[3-(4-bromo-2-methoxyphenyl)-1,2,4-triazin-6-yl](methyl)amino]-2-fluoro-8-azabicyclo[3.2.1]octane-8-carboxylate